2-(bromomethyl)-N-(2-((2-(dimethylamino)ethyl)(methyl)amino)-4-methoxy-5-((4-(1-methyl-1H-indol-3-yl)pyrimidin-2-yl)amino)phenyl)acrylamide BrCC(C(=O)NC1=C(C=C(C(=C1)NC1=NC=CC(=N1)C1=CN(C2=CC=CC=C12)C)OC)N(C)CCN(C)C)=C